C(CCC)NC(\C=C/C(=O)O)=O maleic acid, N-monobutylamide